[Cu].C(CCCCCCC)N octylamine copper